O1C(COC2=C1C=CC=C2)C2=CC=C(CN1CCC(CC1)CN1C(CCC1)=O)C=C2 1-({1-[4-(2,3-dihydro-1,4-benzodioxin-2-yl)benzyl]piperidin-4-yl}methyl)pyrrolidin-2-one